CN(CCCC=1C(=CC(N(C1)C(C(=O)NCCC(=O)[O-])CC(C)C)=O)C(F)(F)F)C 3-(2-(5-(3-(dimethylamino)propyl)-2-oxo-4-(trifluoromethyl)pyridin-1(2H)-yl)-4-methylpentanamido)propanoate